1-methyl-3-isocyanatomethyl-1H-1,2,4-triazole CN1N=C(N=C1)CN=C=O